1,5-dimethyl-1,3-dihydroisobenzofuran CC1OCC2=CC(=CC=C12)C